C1(CC1)NC1=C2C(=NC=C1C(=O)NC[C@H](C(C)(C)O)F)SC(=N2)C2=CC=CC=C2 (R)-7-(Cyclopropylamino)-N-(2-fluoro-3-hydroxy-3-methylbutyl)-2-phenylthiazolo[5,4-b]pyridin-6-carboxamid